BrC1=CC2=C(SCC2)C=C1F 5-bromo-6-fluoro-2,3-dihydrobenzo[b]thiophene